C1NC(CC12CCNCC2)=O 2,8-diazaspiro[4.5]Decan-3-one